cobalt styrene maleate C(\C=C/C(=O)[O-])(=O)[O-].C=CC1=CC=CC=C1.[Co+2]